ClC1=NC=CC(=N1)C1=CN(C2=C(C=CC=C12)F)C 3-(2-chloropyrimidin-4-yl)-7-fluoro-1-methyl-1H-indole